CC=1C(=NC(=C(N1)C)C)COC1=NN2C(N=CC3=CC=CC=C23)=C1 ((3,5,6-trimethylpyrazin-2-yl)methoxy)pyrazolo[1,5-a]quinazoline